propan-2-yl-3-(4,5,6,7-tetrafluoro-1H-1,3-benzodiazol-2-yl)propenamide CC(C)C(C(=O)N)=CC1=NC2=C(N1)C(=C(C(=C2F)F)F)F